ClC1=NC(=CC(=C1)C(C)C)C 2-chloro-4-isopropyl-6-methylpyridine